BrC1=CC(=C(C(=C1)C)NC(CC(C)(C)C)=O)C N-(4-bromo-2,6-dimethylphenyl)-3,3-dimethylbutyramide